arachidylic acid C(CCCCCCCCCCCCCCCCCCC)(=O)O